NC=1C2=C(N=CN1)N(C=C2I)[C@H]2[C@H]([C@@H]([C@H](O2)CO[Si](C)(C)C(C)(C)C)O)F (2R,3R,4S,5R)-5-(4-amino-5-iodo-7H-pyrrolo[2,3-d]pyrimidin-7-yl)-2-(((tert-butyldimethylsilyl)oxy)methyl)-4-fluorotetrahydrofuran-3-ol